N1CCC12COCC2 6-oxa-1-azaspiro[3.4]octan